4,5-difluoroindole FC1=C2C=CNC2=CC=C1F